ClC1=NC=C(C(=C1)NC1CCOCC1)[N+](=O)[O-] 2-Chloro-5-nitro-N-(tetrahydro-2H-pyran-4-yl)pyridin-4-amine